FC=1C=C(C=CC1OC1=CC=NC2=CC(=CN=C12)OC)NC(=O)C=1C(=NC(=C(C1O)C1=C(C=C(C=C1)F)C)C)C N-[3-fluoro-4-[(7-methoxy-1,5-naphthyridin-4-yl)oxy]phenyl]-5-(4-fluoro-2-methylphenyl)-4-hydroxy-2,6-dimethylpyridine-3-carboxamide